6-Bromo-2-(4-fluoro-3-(methoxymethoxy)-5-(trifluoromethyl)phenyl)benzo[d]oxazole BrC1=CC2=C(N=C(O2)C2=CC(=C(C(=C2)C(F)(F)F)F)OCOC)C=C1